ClC1=CC=C(C=C1)C1=CC(=CC=C1)C1=CC=CC=2C3=CC=CC=C3NC12 (4'-chloro-[1,1'-biphenyl]-3-yl)-9H-carbazole